tert-butyl 1-tetrahydropyran-2-ylpyrazolo[4,3-b]indole-4-carboxylate O1C(CCCC1)N1N=CC=2N(C=3C=CC=CC3C21)C(=O)OC(C)(C)C